ClC=1N=CC2=C(C=CC(=C2C1)C(CO)C)N1[C@@H]([C@H](C1)CS(=O)(=O)C)C 2-{3-chloro-8-[(2R,3S)-3-(methanesulfonylmethyl)-2-methylazetidin-1-yl]isoquinolin-5-yl}propan-1-ol